tert-butyl 3-oxo-4-[1-(2-trimethylsilylethoxymethyl)pyrrolo[2,3-b]pyridin-2-yl]piperazine-1-carboxylate O=C1CN(CCN1C1=CC=2C(=NC=CC2)N1COCC[Si](C)(C)C)C(=O)OC(C)(C)C